N1C=NC(=C1)C[C@H]1CCC=2C=CC=NC2C1 (S)-(+)-7-(imidazole-4-ylmethyl)-5,6,7,8-tetrahydroquinoline